(Z)-1-(prop-1-en-1-yl)cyclooctan-1-ol C(=C/C)/C1(CCCCCCC1)O